NS aminomercaptan